4-[7-[3-(1-azaspiro[3.3]heptan-1-yl)propoxy]imidazo[1,2-a]pyridin-3-yl]-N-cyclopropyl-2-(difluoromethoxy)-6-methoxy-benzamide N1(CCC12CCC2)CCCOC2=CC=1N(C=C2)C(=CN1)C1=CC(=C(C(=O)NC2CC2)C(=C1)OC)OC(F)F